4-(4-amino-6-(2-fluoro-4-(2-fluoroacrylamido)phenyl)pyrazolo[5,1-f][1,2,4]triazin-5-yl)-N-(3,3-difluorocyclobutyl)-2-methoxybenzamide NC1=NC=NN2C1=C(C(=N2)C2=C(C=C(C=C2)NC(C(=C)F)=O)F)C2=CC(=C(C(=O)NC1CC(C1)(F)F)C=C2)OC